CC=1C=C(C=CC1)N(C1=CC=CC=C1)N(N(C1=CC(=CC=C1)C)C1=CC=CC=C1)N(C1=CC(=CC=C1)C)C1=CC=CC=C1 tris[N-(3-methylphenyl)-N-phenylamino]amine